ClC=1C(=NC(=NC1)NC1CC(CCC1)C(=O)OC)C1=CC(=CC=C1)N1C(C=CC=C1)=O methyl 3-((5-chloro-4-(3-(2-oxopyridin-1(2H)-yl)phenyl)pyrimidin-2-yl)amino)cyclohexane-1-carboxylate